OC(COCC(CO)O)CO 2,3-dihydroxypropyl ether